ClC=1C(=CC(=NC1C1=CC=C(C=C1)F)C(CNC(=O)C=1C=C2C=C(N=NC2=C(C1)OC)C(F)F)(C(F)(F)F)O)C(C)(C)O (-)-N-{2-[5-chloro-6-(4-fluorophenyl)-4-(2-hydroxypropan-2-yl)pyridin-2-yl]-3,3,3-trifluoro-2-Hydroxypropyl}-3-(difluoromethyl)-8-methoxycinnoline-6-carboxamide